N-[2-(2-Hydroxyethyldisulfanyl)ethyl]-4-(4-methylpiperazin-1-yl)benzamide OCCSSCCNC(C1=CC=C(C=C1)N1CCN(CC1)C)=O